FC=1C=C(C=CC1OC1=CC=NC2=CC(=CN=C12)OC)NC(=O)C=1C(=NC(=C(C1O)C1=CC=C(C=C1)C(C)C)C)C N-[3-fluoro-4-[(7-methoxy-1,5-naphthyridin-4-yl)oxy]phenyl]-4-hydroxy-2,6-dimethyl-5-(4-propan-2-ylphenyl)pyridine-3-carboxamide